1-[(6-{5-azaspiro[2.3]hex-5-yl}-2-ethylpyridin-3-yl)methyl]-1H-pyrazole-4-carboxylic acid ethyl ester C(C)OC(=O)C=1C=NN(C1)CC=1C(=NC(=CC1)N1CC2(CC2)C1)CC